N-(2,4-dinitrophenyl)-pyridinium [N+](=O)([O-])C1=C(C=CC(=C1)[N+](=O)[O-])[N+]1=CC=CC=C1